N-(4-((2-(1,1-difluoroethyl)-6-methylpyrimidin-4-yl)amino)-5-((1-(trifluoromethyl)cyclopropyl)methoxy)pyridin-2-yl)acetamide FC(C)(F)C1=NC(=CC(=N1)NC1=CC(=NC=C1OCC1(CC1)C(F)(F)F)NC(C)=O)C